FC1=C(C(=CC=C1F)OC)COC=1C=C(C=CC1OC)N1N=C2C=C(C=CC2=C1)C(=O)O 2-{3-[(2,3-difluoro-6-methoxyphenyl)methoxy]-4-methoxyphenyl}indazole-6-carboxylic acid